1,1-bis(3-methyl-4-cyanophenyl)cyclohexane CC=1C=C(C=CC1C#N)C1(CCCCC1)C1=CC(=C(C=C1)C#N)C